6-[4-[acetyl(isopropyl)amino]-3-methyl-phenyl]-N-(3-pyridylmethyl)pyridine-3-carboxamide C(C)(=O)N(C1=C(C=C(C=C1)C1=CC=C(C=N1)C(=O)NCC=1C=NC=CC1)C)C(C)C